CN1N=C(N=N1)C=1C=CC=2N(C1)N=CC2 6-(2-methyl-2H-tetrazol-5-yl)pyrazolo[1,5-a]pyridine